[2H]C(CCS(=O)(=O)O)[2H] 3,3-dideutero-1-propanesulfonic acid